FC1([C@H](C2=C(N(C=C2C(F)(F)F)C=2C=C(C(=C(C#N)C2)F)C(F)F)C1)O)F (S)-5-(5,5-Difluoro-4-hydroxy-3-(trifluoromethyl)-5,6-dihydrocyclopenta[b]pyrrol-1(4H)-yl)-3-(difluoromethyl)-2-fluorobenzonitrile